1,4-bis(3-oxetanylmethyl)benzene O1CC(C1)CC1=CC=C(C=C1)CC1COC1